C1(=CC=CC=C1)C=1C=C(C2=CC=CC=C2C1)N1[13C](=CC2=CC=CC=C12)N1CCOCC1 N-(3-phenylnaphthyl)-2-(morpholinyl)-indole-13C